tert-butyl (R)-methyl-4-oxo-piperidine-1-carboxylate C[C@H]1N(CCC(C1)=O)C(=O)OC(C)(C)C